CC1=NN(C(=C1C1=NC(=C(C=C1)NC(=O)OC(C)(C)C)C)C(=O)O)C.CC=1C=C(C=C(O)[C@H](O)[C@@H](O)[C@H](O)[C@H](O)CO)C=CC1C 3,4-dimethyl-benzylidenesorbitol methyl-4-(5-((tert-butoxycarbonyl)amino)-6-methylpyridin-2-yl)-1-methyl-1H-pyrazole-5-carboxylate